Cl.C1(=CC=C(C=C1)N1C[C@@H]2CNC[C@@H]2C1)C (3aR,6aS)-2-(p-tolyl)octahydropyrrolo[3,4-c]Pyrrole hydrochloride salt